COC1OC(C2=NC(=CC=C21)NC2=NC=C(C(=C2)N[C@H](CO)C2=CC=CC=C2)C2=NC(=NO2)C21CCN(CC2)CC1)(C)C (2S)-2-((2-((5-methoxy-7,7-dimethyl-5,7-dihydrofuro[3,4-b]pyridin-2-yl)amino)-5-(3-(quinuclidin-4-yl)-1,2,4-oxadiazol-5-yl)pyridin-4-yl)amino)-2-phenylethan-1-ol